N1N=C(C=C1)C=1C=C(C=CC1)C(C)NC(C1=C(C=CC(=C1)NC(C(C)C)=O)OCC)=O N-(1-(3-(1H-pyrazol-3-yl)phenyl)ethyl)-2-ethoxy-5-isobutyrylaminobenzamide